FC1=C(C#N)C(=C(C(=C1F)C#N)F)F 2,3,5,6-tetrafluoro-terephthalonitrile